4-(4,4,5,5-tetramethyl-1,3,2-dioxaborolan-2-yl)naphthalen-2-yl pivalate C(C(C)(C)C)(=O)OC1=CC2=CC=CC=C2C(=C1)B1OC(C(O1)(C)C)(C)C